phosphosilane P(=O)(=O)[SiH3]